6-(2-amino-5-(4-(1-ethylpiperidin-2-yl)phenyl)pyridin-3-yl)-3,4-dihydroisoquinolin-1(2H)-one NC1=NC=C(C=C1C=1C=C2CCNC(C2=CC1)=O)C1=CC=C(C=C1)C1N(CCCC1)CC